2-(((2S,3S)-1-((1,1-bis(4-fluorophenyl)prop-1-en-2-yl)amino)-3-methyl-1-oxopentan-2-yl)carbamoyl)-4-methoxypyridin-3-yl ethyl carbonate C(OC=1C(=NC=CC1OC)C(N[C@H](C(=O)NC(=C(C1=CC=C(C=C1)F)C1=CC=C(C=C1)F)C)[C@H](CC)C)=O)(OCC)=O